NC(=O)C1=CC(=CC2=CN(N=C12)C1C[NH+](CC1)C1CCCCC1)F 3-[7-(aminocarbonyl)-5-fluoro-2H-indazole-2-yl]-1-cyclohexylpyrrolidinium